5-[(4-anilino-5-methyl-pyrimidin-2-yl)amino]-3-ethyl-2-hydroxy-benzoate N(C1=CC=CC=C1)C1=NC(=NC=C1C)NC=1C=C(C(=C(C(=O)[O-])C1)O)CC